[Si]=O.[Rh] rhodium silicon oxide